Methyl 4-(1-(N-(((4-nitrobenzyl)oxy)carbonyl)-O-((1-(trifluoromethyl)cyclopropyl)methyl)-L-threonyl)piperidin-4-yl)benzoate [N+](=O)([O-])C1=CC=C(COC(=O)N[C@@H]([C@H](OCC2(CC2)C(F)(F)F)C)C(=O)N2CCC(CC2)C2=CC=C(C(=O)OC)C=C2)C=C1